O=C1N(C(C=C1)=O)CCOCCOCCC(=O)NC(C(=O)N)C(C)C 2-(3-{2-[2-(2,5-dioxo-2,5-dihydro-1H-pyrrol-1-yl)ethoxy]ethoxy}propanamido)-3-methylbutanamide